FC(C1=C(OC(=O)C2=CC=CC=C12)C1=CC=C(C=C1)C(F)(F)F)(F)F 4-trifluoromethyl-3-(4-trifluoromethylphenyl)-isocoumarin